indole-pyruvic acid N1C(=CC2=CC=CC=C12)CC(C(=O)O)=O